FC1(CC(C1)(C1=CC=CC=C1)CO)F (3,3-difluoro-1-phenylcyclobutyl)methanol